C(C1=CC=CC=C1)O[C@@H]1[C@H](N(C[C@@H]([C@H]1OCC1=CC=CC=C1)OCC1=CC=CC=C1)CCC1=C(C=CC=C1)C)C (2r,3r,4r,5s)-3,4,5-tris(benzyloxy)-2-methyl-1-(2-methylphenylethyl)piperidine